4-(4-chlorophenyl)-5-(cyclopropylmethoxy)-N-[(1R,2S)-2-hydroxycyclohexyl]pyridine-2-carboxamide ClC1=CC=C(C=C1)C1=CC(=NC=C1OCC1CC1)C(=O)N[C@H]1[C@H](CCCC1)O